COC1=CC=C(CN2C(C(CCC2=O)N2C(N(C3=C2C=CC(=C3)N3CCC(CC3)C(=O)O)C)=O)=O)C=C1 1-(1-(1-(4-methoxybenzyl)-2,6-dioxopiperidin-3-yl)-3-methyl-2-oxo-2,3-dihydro-1H-benzo[d]imidazol-5-yl)piperidine-4-carboxylic acid